P([O-])(=O)(OP(=O)([O-])OP(=O)([O-])[O-])OC[C@@H]1[C@H](C[C@@H](O1)N1C(=O)N=C(N)C=C1)O.[Br-].C[N+]1(CCCCC1)CCCCCCC1=CC=C(C=C1)C=C.C[N+]1(CCCCC1)CCCCCCC1=CC=C(C=C1)C=C.C[N+]1(CCCCC1)CCCCCCC1=CC=C(C=C1)C=C.C[N+]1(CCCCC1)CCCCCCC1=CC=C(C=C1)C=C.C[N+]1(CCCCC1)CCCCCCC1=CC=C(C=C1)C=C 1-Methyl-1-(6-(4-vinylphenyl)hexyl)piperidin-1-ium bromid deoxycytidine-5'-triphosphate